(1R,9S)-9-ethyl-5-fluoro-9-hydroxy-1-(3-hydroxypropyl)-1,4-dimethyl-1,2,3,9,12,15-hexahydro-10H,13H-benzo[de]pyrano[3',4':6,7]indolizino[1,2-b]quinoline-10,13-dione C(C)[C@]1(C(OCC=2C(N3CC=4C(=NC=5C=C(C(=C6C5C4[C@@](CC6)(C)CCCO)C)F)C3=CC21)=O)=O)O